FC1=C(OCCC(=O)NC=2C=NN(C2)CC(=O)O)C=CC=C1 2-(4-(3-(2-fluorophenoxy)propanamido)-1H-pyrazol-1-yl)acetic acid